Nickel selenide sodium [Na].[Ni]=[Se]